O=C1N(C(C2=CC=CC=C12)=O)CCOCC(=O)OC(C)(C)C Tert-butyl 2-[2-(1,3-dioxoisoindolin-2-yl)ethoxy]acetate